COC1=CC=C(CN(C2=NC(=CC=3N2N=C(N3)OCC3=NC=CC=C3C)C=3C=C(C#N)C=CC3)CC3=CC=C(C=C3)OC)C=C1 3-(5-(bis(4-methoxybenzyl)amino)-2-((3-methylpyridin-2-yl)methoxy)-[1,2,4]triazolo[1,5-c]pyrimidin-7-yl)benzonitrile